2-(2-(3-(3-Chloropyridin-2-yl)-5-cyclopropylisoxazol-4-yl)-7-azaspiro[3.5]non-1-en-7-yl)-4-fluorobenzo[d]thiazol ClC=1C(=NC=CC1)C1=NOC(=C1C1=CC2(C1)CCN(CC2)C=2SC1=C(N2)C(=CC=C1)F)C1CC1